CCCCCCCCCCCCC/C=C/[C@H]([C@H](CO[C@H]1[C@@H]([C@H]([C@@H]([C@H](O1)CO)O)O)O)N)O GlucosylSphingosine